C1(CC1)C1=C(C(=NO1)C1=C(C=CC=C1Cl)Cl)CC1CC2(C1)CCN(CC2)C2=CC(=C(OCC(=O)O)C=C2)OC 2-(4-(2-((5-cyclopropyl-3-(2,6-dichlorophenyl)isoxazol-4-yl)methyl)-7-azaspiro[3.5]non-7-yl)-2-methoxyphenoxy)acetic acid